C(C1=CC=CC=C1)OC(=O)NCCC1=CC(=C(C=C1)N1CC2CCC(C1)N2C(=O)OC(C)(C)C)Cl tert-Butyl 3-(4-(2-(((benzyloxy)carbonyl)amino)ethyl)-2-chlorophenyl)-3,8-diazabicyclo[3.2.1]octane-8-carboxylate